N-(3-chlorophenyl)-2-(4-(cyclopentylamino)phenyl)-1-(2-fluoro-6-methylbenzoyl)octahydro-1H-cyclopenta[b]pyridine-3-carboxamide ClC=1C=C(C=CC1)NC(=O)C1CC2C(N(C1C1=CC=C(C=C1)NC1CCCC1)C(C1=C(C=CC=C1C)F)=O)CCC2